NC1=NC=2C=CC(=CC2C2=C1[C@H](OC2)C)C(=O)N2[C@@H](COC[C@@H]2C)C2=C(C=C(C=C2)C(F)(F)F)F ((3R)-4-amino-3-methyl-1,3-dihydrofuro[3,4-c]quinolin-8-yl)((3R,5S)-3-(2-fluoro-4-(trifluoromethyl)phenyl)-5-methyl-4-morpholinyl)methanone